N-(3-phenylnaphthyl)-2-(ferrocenyl)-indole-13C C1(=CC=CC=C1)C=1C=C(C2=CC=CC=C2C1)N1[13C](=CC2=CC=CC=C12)[C-]1C=CC=C1.[CH-]1C=CC=C1.[Fe+2]